8-(4-ethynyl-2-fluorobenzyl)pyrido[2,3-d]pyrimidin-7(8H)-one C(#C)C1=CC(=C(CN2C(C=CC3=C2N=CN=C3)=O)C=C1)F